Cl.N1(CCNCC1)C1=CN(C2=CC=CC=C12)S(=O)(=O)C1=CC=C(C)C=C1 3-(piperazin-1-yl)-1-tosyl-1H-indole hydrochloride